N-(3,5-difluoro-4-((7-(2-hydroxyethoxy)quinolin-4-yl)oxy)phenyl)-4-methoxypyridine-3-carboxamide FC=1C=C(C=C(C1OC1=CC=NC2=CC(=CC=C12)OCCO)F)NC(=O)C=1C=NC=CC1OC